Cl.C(CCC)NCC(=O)O butylglycine HCL